C(CCCC\C=C/CCCCC)O (6Z)-6-dodecene-1-ol